3-(5-(4-(2-(1-aminopiperidin-4-yl)ethyl)piperazin-1-yl)pyridin-2-yl)piperidine-2,6-dione NN1CCC(CC1)CCN1CCN(CC1)C=1C=CC(=NC1)C1C(NC(CC1)=O)=O